2-ethyl-3-tert-butylcarbonyloxy-pyridin-4-one C(C)C1=NC=CC(C1OC(=O)C(C)(C)C)=O